1,3-Bis(5-isocyanatopentyl)-1,3-diazetidin-2,4-dion N(=C=O)CCCCCN1C(N(C1=O)CCCCCN=C=O)=O